[4,6'-bibenzofuran]-7-d-5'-carboxamide O1C=CC=2C1=C(C=CC2C2=CC1=C(C=CO1)C=C2C(=O)N)[2H]